C(C)N1C(N(C2=CC(=CC=3C2=C1N=CN3)CN3CCN(CC3)C=3C=CC(=NC3C)C(=O)NC)CC3=CC=C(C=C3)OC)=O 5-(4-((3-ethyl-1-(4-methoxybenzyl)-2-oxo-2,3-dihydro-1H-pyrimido[4,5,6-de]quinazolin-8-yl)methyl)piperazin-1-yl)-N,6-dimethylpyridineamide